CC1=C(C(=O)O)C=C(C=C1)C=1C=NNC1 2-methyl-5-(1H-pyrazol-4-yl)benzoic acid